(ethoxycarbonyl)cyano-methyleneamino-phosphonium hexafluorophosphate F[P-](F)(F)(F)(F)F.C(C)OC(=O)[PH+](N=C)C#N